6-bromo-3-(2-trimethylsilylethoxymethyl)benzimidazole-4-carboxylic acid methyl ester COC(=O)C1=CC(=CC=2N=CN(C21)COCC[Si](C)(C)C)Br